benzoisoquinoline-1,3(2H)-dione C1(NC(CC2=CC=C3C(=C12)C=CC=C3)=O)=O